CN1N=CC(=N1)C1=CC=C(C=N1)CN 1-[6-(2-methyl-2H-1,2,3-triazol-4-yl)pyridin-3-yl]methanamine